Cl.C(C=C)N allylamine-HCl